C1=CC=C(C=C1)C2=CC(=C(C(=C2N)N)N)N tetraaminobiphenyl